4-aza-benzoic acid C(C1=CC=NC=C1)(=O)O